(5RS)-5-{[(3RS)-3-Fluoro-3-methylpyrrolidin-1-yl]carbonyl}-2-(4-methylbenzyl)-5,6,7,8-tetrahydro[1,2,4]triazolo[4,3-a]pyridin-3(2H)-on F[C@]1(CN(CC1)C(=O)[C@H]1CCCC=2N1C(N(N2)CC2=CC=C(C=C2)C)=O)C |r|